(3-thiophenyl)-glycine S1C=C(C=C1)NCC(=O)O